3-[2-[[3-[[2-(4-chloro-3-fluoro-phenoxy)acetyl]amino]-1-bicyclo[1.1.1]pentyl]amino]acetyl]azetidine-1-carboxylic acid benzyl ester C(C1=CC=CC=C1)OC(=O)N1CC(C1)C(CNC12CC(C1)(C2)NC(COC2=CC(=C(C=C2)Cl)F)=O)=O